3-(7-(8-chloronaphthalen-1-yl)-8-fluoro-2-(2-(2-(fluoromethyl)-1H-imidazol-1-yl)ethoxy)pyrido[4,3-d]pyrimidin-4-yl)-3,8-diazabicyclo[3.2.1]octan-6-ol ClC=1C=CC=C2C=CC=C(C12)C1=C(C=2N=C(N=C(C2C=N1)N1CC2CC(C(C1)N2)O)OCCN2C(=NC=C2)CF)F